indazolyl-piperidinesulfonamide N1N=C(C2=CC=CC=C12)C1N(CCCC1)S(=O)(=O)N